bromomethyl-hydroxymethyl-p-tert-octylphenol BrCC=1C(=C(C=CC1C(C)(C)CC(C)(C)C)O)CO